C(#N)C1=CC(=C(COC2=CC=CC(=N2)C2=CC(=C(CN3C(C4=CC=C(C=C4[C@]3(C)CCOC)C(=O)O)=O)C=C2)F)C=C1)F (S)-2-(4-(6-((4-cyano-2-fluorobenzyl)oxy)pyridin-2-yl)-2-fluorobenzyl)-3-(2-methoxyethyl)-3-methyl-1-oxoisoindoline-5-carboxylic acid